Cl.Cl.F[C@@H]1C[C@H](CN(C1)C)N (3R,5R)-5-fluoro-1-methylhexahydropyridine-3-amine dihydrochloride